(1R,3r,5S)-3-benzyl-8-azabicyclo[3.2.1]octane-3,8-dicarboxylic acid 8-(tert-butyl) 3-methyl ester COC(=O)C1(C[C@H]2CC[C@@H](C1)N2C(=O)OC(C)(C)C)CC2=CC=CC=C2